COC(=O)C1=CC2=C(N=C(N2C[C@H]2OCC2)CC2=C(C=C(C(=C2)F)Br)F)S1 (S)-2-(4-bromo-2,5-difluorobenzyl)-1-(oxetan-2-ylmethyl)-1H-thieno[2,3-d]imidazole-5-carboxylic acid methyl ester